(4-methylpyridin-2-yl)-4-(pyridin-2-yl)thiazol-2-amine CC1=CC(=NC=C1)C1=C(N=C(S1)N)C1=NC=CC=C1